(E)-1-(4-Hydroxyphenyl)-3-[4-(trifluoromethoxy)phenyl]prop-2-en-1-one OC1=CC=C(C=C1)C(\C=C\C1=CC=C(C=C1)OC(F)(F)F)=O